ClC1=CC(=C(OC2CCN(CC2)CCOCCOC=2C=C3C(N(C(C3=CC2)=O)C2C(NC(CC2)=O)=O)=O)C=C1NC=1C=C2CCC(N(C2=CC1)C)=O)[N+](=O)[O-] 5-(2-(2-(4-(4-chloro-5-((1-methyl-2-oxo-1,2,3,4-tetrahydroquinolin-6-yl)amino)-2-nitrophenoxy)piperidin-1-yl)ethoxy)ethoxy)-2-(2,6-dioxopiperidin-3-yl)isoindoline-1,3-dione